(S)-2-(1-Acetylpiperidin-2-yl)-N-(5-chloro-4-(5,5-dimethyl-5,6-dihydro-4H-pyrrolo[1,2-b]pyrazol-3-yl)pyridin-2-yl)acetamide tert-Butyl-6-(2,7-dioxoazepan-3-yl)oxypyridine-3-carboxylate C(C)(C)(C)OC(=O)C=1C=NC(=CC1)OC1C(NC(CCC1)=O)=O.C(C)(=O)N1[C@@H](CCCC1)CC(=O)NC1=NC=C(C(=C1)C1=C2N(N=C1)CC(C2)(C)C)Cl